N-{4-[(3-chloro-1H-pyrrolo[2,3-b]pyridin-4-yl)oxy]-3,5-difluorophenyl}-1,4,5,6-tetrahydropyrimidin-2-amine ClC1=CNC2=NC=CC(=C21)OC2=C(C=C(C=C2F)NC=2NCCCN2)F